C(C)(C)(C)C=1C=C(C(=O)N[C@H]2[C@H](C3=C(N(C2=O)CC)N(N=C3C)C3=CC=CC=C3)C3=CC=C(C=C3)F)C=CC1 3-tert-butyl-N-[(4S,5S)-7-ethyl-4-(4-fluorophenyl)-3-methyl-6-oxo-1-phenyl-1H,4H,5H,6H,7H-pyrazolo[3,4-b]pyridin-5-yl]benzamide